(3R,5R)-5-fluoro-1-(4-(4-fluorophenyl)-2-(2H-tetrazol-2-yl)cyclopentyl)piperidin-3-ylcarbamic acid tert-butyl ester C(C)(C)(C)OC(N[C@H]1CN(C[C@@H](C1)F)C1C(CC(C1)C1=CC=C(C=C1)F)N1N=CN=N1)=O